(3-fluoro-4-hydroxyphenyl)-3,6-dihydropyridine FC=1C=C(C=CC1O)C1=NCC=CC1